N[C@H]1[C@H](CN(CC1)C(=O)C1CCN(CC1)C(=O)C1=C(C=C(C=C1)NC=1C=2N(C=CN1)C(=CN2)C2=CC(=C(C=C2)OC)F)C)O [4-[(3S,4R)-4-amino-3-hydroxypiperidine-1-carbonyl]piperidin-1-yl]-[4-[[3-(3-fluoro-4-methoxyphenyl)imidazo[1,2-a]pyrazin-8-yl]amino]-2-methylphenyl]methanone